4-((2S,6S)-4-acryloyl-6-methylmorpholin-2-yl)-6-chloro-N-methyl-[2,3'-bipyridine] C(C=C)(=O)N1C[C@@H](O[C@H](C1)C)C=1C=C(N(C(C1)Cl)C)C=1C=NC=CC1